OCC1=CC(=CC=2C=CSC21)C(CC(=O)OCC)C2=C(C1=C(N(N=N1)CC(F)(F)F)C=C2)C Ethyl 3-[7-(hydroxymethyl)-1-benzothiophen-5-yl]-3-[4-methyl-1-(2,2,2-trifluoroethyl)-1H-benzotriazol-5-yl]propanoate